8-(4-(4-(tert-Butoxy)phenoxy)piperidin-1-yl)-5-methyl-6-oxo-5,6-dihydro-1,5-naphthyridin-2-carbonitril C(C)(C)(C)OC1=CC=C(OC2CCN(CC2)C2=CC(N(C=3C=CC(=NC23)C#N)C)=O)C=C1